C(C=C(C)C)CC(=O)[O-] PrenylAcetate